(R)-4-[2-(4-bromophenoxy)ethyl]-3-methyl-1,4-diazepan-2-one BrC1=CC=C(OCCN2[C@@H](C(NCCC2)=O)C)C=C1